CN1CCC(CC1)C(=O)C1=CC=CC(=N1)NC(=O)C1N(CSC1)C(C)=O 3-Acetyl-thiazolidine-4-carboxylic acid [6-(1-methyl-piperidine-4-carbonyl)-pyridin-2-yl]-amide